tert-butyl ((3-fluorobicyclo[1.1.1]pentan-1-yl)methyl)(pent-4-en-1-yl)carbamate FC12CC(C1)(C2)CN(C(OC(C)(C)C)=O)CCCC=C